1-{3-cyclopropyl-2-fluoro-5-[(oxan-4-yl)oxy]phenyl}-3-[(1-ethyl-1H-pyrazol-4-yl)methyl]pyridin-2(1H)-one C1(CC1)C=1C(=C(C=C(C1)OC1CCOCC1)N1C(C(=CC=C1)CC=1C=NN(C1)CC)=O)F